tert-butyl (3R)-3-[[6-(acetamidocarbamoyl)-pyridine-3-carbonyl]-(3-methylthieno[3,2-c]pyridin-4-yl)amino]piperidine-1-carboxylate C(C)(=O)NNC(=O)C1=CC=C(C=N1)C(=O)N([C@H]1CN(CCC1)C(=O)OC(C)(C)C)C1=NC=CC2=C1C(=CS2)C